(S)-7-((3-amino-2-oxopyrazin-1(2H)-yl)methyl)-4-(cyclopropylethynyl)-6-fluoro-4-(trifluoromethyl)-1,4-dihydro-2H-benzo[d][1,3]oxazin-2-one NC=1C(N(C=CN1)CC=1C(=CC2=C(NC(O[C@@]2(C(F)(F)F)C#CC2CC2)=O)C1)F)=O